6'-(2-fluorophenyl)-2'-hydroxy-5',6'-dihydro-7'H-spiro[azetidine-3,8'-pyrido[4,3-d]pyrimidin]-7'-one FC1=C(C=CC=C1)N1CC2=C(N=C(N=C2)O)C2(C1=O)CNC2